2,7-dicyano-10H-phenoxazine C(#N)C1=CC=2NC3=CC=C(C=C3OC2C=C1)C#N